2-((1R,4R)-4-methoxycyclohexyl)propan-2-amine COC1CCC(CC1)C(C)(C)N